NC1=C(C=CC=C1C(=C)C)C=1C=C(N=NC1)O 5-(2-amino-3-(prop-1-en-2-yl)phenyl)pyridazin-3-ol